tert-butyl 6-(3-methyl-1-(o-tolyl)-1H-pyrazol-5-yl)-2-azaspiro[3.3]heptane-2-carboxylate CC1=NN(C(=C1)C1CC2(CN(C2)C(=O)OC(C)(C)C)C1)C1=C(C=CC=C1)C